4-(chlorotetrafluoro-λ6-sulfanyl)toluene ClS(C1=CC=C(C)C=C1)(F)(F)(F)F